BrC(=O)C1=CC(OC)=C(O)C=C1 bromovanillin